CN1N=C(C2=CC=CC(=C12)N[C@H]1[C@@H](CC2(CNC2)CC1)C)C1C(NC(CC1)=O)=O 3-(1-methyl-7-(((6r,7r)-6-methyl-2-azaspiro[3.5]non-7-yl)amino)-1H-indazol-3-yl)piperidine-2,6-dione